fluoromethyl-fluoromethyl-5β-cholan-24-oic acid FCC(C(=O)O)(C[C@@H](C)[C@H]1CC[C@H]2[C@@H]3CC[C@@H]4CCCC[C@]4(C)[C@H]3CC[C@]12C)CF